C(=O)(OC(C)(C)C)N1C[C@H](CC1)CC(=O)O (R)-(1-Boc-pyrrolidin-3-yl)-acetic acid